P(=O)([O-])([O-])O.[NH4+].[NH4+] ammonium hydrophosphate